ClC1=C(C=CC(=C1)C=1N=NNC1C(=O)O)C1=CC=CC=C1 4-(2-chloro-[1,1-biphenyl]-4-yl)-1H-1,2,3-triazole-5-carboxylic acid